C1(CC1)N(C(=O)C=1NC=C(C1)C1=NC(=NC=C1C(F)(F)F)N[C@@H]1CNCCC1)C N-cyclopropyl-N-methyl-4-(2-{[(3S)-piperidin-3-yl]amino}-5-(trifluoromethyl)pyrimidin-4-yl)-1H-pyrrol-2-carboxamide